3-(3,4-dimethoxyphenyl)urea COC=1C=C(C=CC1OC)NC(N)=O